COC1=CC=C(C=C1)\N=C(\CC1=C(C(=C(C1)C)C)C)/C1=CC=CC=C1 (Z)-N-(4-methoxyphenyl)-1-phenyl-2-(2,3,4-trimethylcyclopenta-1,3-dien-1-yl)ethan-1-imine